(R)-1-(difluoromethyl)-N'-((3-methyl-1,2,3,5,6,7-hexahydrodicyclopenta[b,e]pyridin-8-yl)carbamoyl)-1H-pyrazole-3-sulfonimidamide FC(N1N=C(C=C1)[S@@](=O)(N)=NC(NC1=C2C(=NC3=C1CCC3)C(CC2)C)=O)F